(3R,4R,5R,6R)-4,5-bis(benzyloxy)-6-((benzyl oxy)methyl)tetrahydro-2H-pyran-3-carboxylate C(C1=CC=CC=C1)O[C@@H]1[C@@H](CO[C@@H]([C@@H]1OCC1=CC=CC=C1)COCC1=CC=CC=C1)C(=O)[O-]